C12(CC3CC(CC(C1)C3)C2)CNC(=NC#N)NC2=CC=CC=3N(C=NC32)C 1-((Adamantan-1-yl)methyl)-2-cyano-3-(1-methyl-1H-benzo[d]imidazol-4-yl)guanidine